CC1=CC2=C(OC3(C=NS2(=O)=O)COC3)N=C1 8'-methyl-1',1'-dioxidospiro[oxetane-3,4'-pyrido[2,3-b][1,4,5]oxathiazepin]